toluene-benzaldehyde tert-butyl-(E)-methyl-2-oxo-2,3-dihydro-5-indolylcarbamate C(C)(C)(C)C1C(NC2=CC=C(C=C12)N(C(O)=O)C)=O.C(C1=CC=CC=C1)C1=CC=CC=C1C=O